ClC1=C(C=C(C(=C1)F)C1=NC=NC2=CC(=CC=C12)N1CCOCC1)C(O)C=1N=NC(=CC1)OCCOC [2-Chloro-4-fluoro-5-(7-morpholin-4-yl-quinazolin-4-yl)-phenyl]-[6-(2-methoxyethoxy)-pyridazin-3-yl]-methanol